FC1=CC=C2C(=CC=NC2=C1)N1CCN(CC1)C(=O)C1CN(CCC1)S(=O)(=O)CCC(=O)OC methyl 3-((3-(4-(7-fluoroquinolin-4-yl)piperazin-1-carbonyl)piperidin-1-yl)sulfonyl)propanoate